2-(3-(4-(1H-pyrrolo[2,3-b]pyridin-3-yl)-1H-pyrazol-1-yl)-1-(ethanesulfonyl)azetidin-3-yl)acetonitrile N1C=C(C=2C1=NC=CC2)C=2C=NN(C2)C2(CN(C2)S(=O)(=O)CC)CC#N